Ethyl 7-bromo-2-((4-methoxybenzyl)oxy)quinoline-3-carboxylate BrC1=CC=C2C=C(C(=NC2=C1)OCC1=CC=C(C=C1)OC)C(=O)OCC